N-(8,9-difluoro-6-oxo-1,2,3,4,5,6-hexahydrobenzo[c][1,7]naphthyridin-1-yl)-4,5-difluoro-N-methyl-1H-indole-2-carboxamide FC=1C(=CC2=C(C(NC=3CNCC(C23)N(C(=O)C=2NC3=CC=C(C(=C3C2)F)F)C)=O)C1)F